3-amino-2,6-difluorobenzamide NC=1C(=C(C(=O)N)C(=CC1)F)F